butyl (S)-4-(((S)-1-methoxy-3-methyl-1-oxobutan-2-yl)(methyl)carbamoyl)-2-methylpiperazine-1-carboxylate COC([C@H](C(C)C)N(C(=O)N1C[C@@H](N(CC1)C(=O)OCCCC)C)C)=O